COC=1C=CC(=NC1)NC=1OC(=CN1)C1=CC=C(C=C1)OC(F)(F)F N-(5-methoxypyridin-2-yl)-5-(4-(trifluoromethoxy)phenyl)oxazol-2-amine